C\C(=C/CC/C(/COC1OCCCC1)=C/CCC1(OCCO1)C)\CCC=C(C)C 2-(((2Z,5E)-6,10-dimethyl-2-(3-(2-methyl-1,3-dioxolan-2-yl)propylidene)undeca-5,9-dien-1-yl)oxy)tetrahydro-2H-pyran